(R)-3-(tert-butyl)-N-(1-(2-methyl-4-(7-(piperazin-1-yl)-9H-pyrimido[4,5-b]indol-4-yl)phenyl)ethyl)-1,2,4-oxadiazole-5-carboxamide hydrobromide Br.C(C)(C)(C)C1=NOC(=N1)C(=O)N[C@H](C)C1=C(C=C(C=C1)C1=NC=NC=2NC3=CC(=CC=C3C21)N2CCNCC2)C